ClCC(=O)N1CCC(CC1)OC=1N=C(C2=C(N1)C(=C(N=C2)C2=CC=CC1=CC=CC(=C21)Cl)F)N2C[C@H]1CC[C@@H](C2)N1C(=O)OC(C)(C)C tert-butyl (1R,5S)-3-(2-((1-(2-chloroacetyl)piperidin-4-yl)oxy)-7-(8-chloronaphthalen-1-yl)-8-fluoropyrido[4,3-d]pyrimidin-4-yl)-3,8-diazabicyclo[3.2.1]octane-8-carboxylate